6-[5-(3-methoxy-oxetan-3-yl)-thiophen-2-yl]-pyrimidin COC1(COC1)C1=CC=C(S1)C1=CC=NC=N1